2-[(2S)-2-methylazetidin-1-yl]-6-(1-tetrahydropyran-4-ylpyrazol-4-yl)-4-(trifluoromethyl)pyridine-3-carbonitrile C[C@@H]1N(CC1)C1=NC(=CC(=C1C#N)C(F)(F)F)C=1C=NN(C1)C1CCOCC1